2-(tert-butyl)-2,3-dihydro-1H-benzo[f]isoindol-1-one C(C)(C)(C)N1CC=2C=C3C(=CC2C1=O)C=CC=C3